FC=1C(=C(C=CC1)N1CCN(CC1)C(C(=O)NCC(C)C)(C)C)COC 2-(4-(3-fluoro-2-(methoxymethyl)phenyl)piperazin-1-yl)-N-isobutyl-2-methylpropanamide